(R)-8-bromo-7-chloro-3-cyclohexyl-2,3,4,5-tetrahydrobenzo[f][1,2,5]thiadiazepine 1,1-dioxide BrC1=CC2=C(NC[C@H](NS2(=O)=O)C2CCCCC2)C=C1Cl